N-(3-((2R,4R)-2,4-dimethylpiperidine-1-carbonyl)-4,5,6,7-tetrahydrobenzo[b]thiophen-2-yl)nicotinamide C[C@H]1N(CC[C@H](C1)C)C(=O)C=1C2=C(SC1NC(C1=CN=CC=C1)=O)CCCC2